C1(=CC=CC2=CC=CC=C12)N1C(C2=CC=CC=C2CC1)=O 2-(naphthalen-1-yl)-3,4-dihydroisoquinolin-1(2H)-one